(E)-6-((1-(Cyclopropylsulfonyl)cyclopropyl)methyl)-1-methyl-7-oxo-4,5,6,7-tetrahydro-1H-pyrazolo[3,4-c]pyridine-3-carbaldehyde oxime C1(CC1)S(=O)(=O)C1(CC1)CN1C(C2=C(CC1)C(=NN2C)/C=N/O)=O